ClC1=CC=C(C=C1)C1=CC(=NC(=N1)C=1C=NC=CC1)N1C[C@@H]([C@H](CC1)CO)F ((3R,4R)-1-(6-(4-chlorophenyl)-2-(pyridin-3-yl)pyrimidin-4-yl)-3-fluoropiperidin-4-yl)methanol